COC1=CC=C(CNC(CCC2=NC=3C(=NC=CC3)N2CC2=CC=C(C=C2)OC(F)(F)F)=O)C=C1 N-(4-Methoxy-benzyl)-3-[3-(4-trifluoromethoxy-benzyl)-3H-imidazo[4,5-b]pyridin-2-yl]-propionamide